4-(2-methacryloyloxyethyloxy)-4'-methoxybenzyl-biphenyl C(C(=C)C)(=O)OCCOC1=CC=C(CC2=C(C=CC=C2)C2=CC=C(C=C2)OC)C=C1